(1H-pyrazol-4-yl)-ethanone N1N=CC(=C1)C(C)=O